FC1=C(C(=CC=C1)F)C1(CC1)NC1=NC=C(C(=O)NNC(C(=O)N)=O)C=C1F 2-(2-(6-((1-(2,6-difluorophenyl)cyclopropyl)amino)-5-fluoronicotinoyl)hydrazino)-2-oxoacetamide